FC1=C(OC2=C3C(=NC=C2)NC=C3C3=C(C#N)C(=CC=C3)OC)C(=CC(=C1)NC=1OCC(C(N1)C)CO)F (+/-)-2-[4-(2,6-difluoro-4-{[5-(hydroxymethyl)-4-methyl-5,6-dihydro-4H-1,3-oxazin-2-yl]amino}phenoxy)-1H-pyrrolo[2,3-b]pyridin-3-yl]-6-methoxybenzonitrile